4-(2-Amino-2-methylpropanoyl)-N-(1-{4-[(3-aminoazetidin-1-yl)methyl]phenyl}-2-oxo-1,2-dihydropyrimidin-4-yl)piperazine-1-carboxamide hydrochloride salt Cl.NC(C(=O)N1CCN(CC1)C(=O)NC1=NC(N(C=C1)C1=CC=C(C=C1)CN1CC(C1)N)=O)(C)C